malonic acid diethylester C(C)OC(CC(=O)OCC)=O